N-(3-(difluoromethyl)-1-(1-(2-((2,6-dioxopiperidin-3-yl)amino)benzyl)piperidin-4-yl)-1H-pyrazol-4-yl)-2-(2-((2,2,2-trifluoroethyl)amino)pyridin-4-yl)oxazole-4-carboxamide FC(C1=NN(C=C1NC(=O)C=1N=C(OC1)C1=CC(=NC=C1)NCC(F)(F)F)C1CCN(CC1)CC1=C(C=CC=C1)NC1C(NC(CC1)=O)=O)F